(R)-N-((4-carbamimidoylthiophen-2-yl)methyl)-3,3-dimethyl-1-((3-methyl-4-phenoxybenzoyl)glycyl)-1,3-azasilolidine-5-carboxamide C(N)(=N)C=1C=C(SC1)CNC(=O)[C@@H]1C[Si](CN1C(CNC(C1=CC(=C(C=C1)OC1=CC=CC=C1)C)=O)=O)(C)C